C1(CC1)N1N=C(C=C1)C(F)F 1-cyclopropyl-3-(difluoromethyl)-1H-pyrazole